1-[4-[[1-(2-fluoroethyl)-2-iodo-indol-4-yl]amino]-1-piperidyl]-3-methoxy-propan-2-ol FCCN1C(=CC2=C(C=CC=C12)NC1CCN(CC1)CC(COC)O)I